C(C(=C)C)(=O)NCCOCCOCCOC=1C=CC(=C(C(=O)O)C1)C=1C2=CC(=C(C(=C2OC2=C(C(C(=CC12)Br)=O)Br)Br)O)Br 5-(2-(2-(2-methacrylamidoethoxy)ethoxy)ethoxy)-2-(2,4,5,7-tetrabromo-6-hydroxy-3-oxo-3H-xanthen-9-yl)benzoic acid